2-(3-{[(2S)-2-aminopropyl](methyl)amino}-1,2,4-triazin-6-yl)-5-(1H-pyrazol-4-yl)phenol N[C@H](CN(C=1N=NC(=CN1)C1=C(C=C(C=C1)C=1C=NNC1)O)C)C